1-(Cyclopropylmethyl)-N-((1,2,3,5,6,7-hexahydro-s-indacen-4-yl)carbamoyl)azetidine-3-sulfonamide, potassium salt [K].C1(CC1)CN1CC(C1)S(=O)(=O)NC(NC1=C2CCCC2=CC=2CCCC12)=O